N-(1-METHYLINDAZOL-6-YL)-1-[4-(TRIFLUOROMETHYL)PYRIDIN-2-YL]PYRAZOLE-4-SULFONAMIDE CN1N=CC2=CC=C(C=C12)NS(=O)(=O)C=1C=NN(C1)C1=NC=CC(=C1)C(F)(F)F